4-(PENTAN-3-YLOXY)PHENYLBORONIC ACID CCC(CC)OC1=CC=C(C=C1)B(O)O